(4Z)-4-(1,3-Benzothiazol-6-ylmethylene)-2-(tetrahydropyran-4-ylamino)-1H-imidazol-5-one S1C=NC2=C1C=C(C=C2)\C=C\2/N=C(NC2=O)NC2CCOCC2